3-methylhexa-2,5-dien-1-ol CC(=CCO)CC=C